N[C@@H]1C2=CC=CC=C2CC12CCN(CC2)C=2NC(C1=C(N2)NN=C1C1(CC1)C1=C(C(=NC=C1)F)Cl)=O (S)-6-(1-amino-1,3-dihydrospiro[indene-2,4'-piperidine]-1'-yl)-3-(1-(3-chloro-2-fluoropyridin-4-yl)cyclopropyl)-1,5-dihydro-4H-pyrazolo[3,4-d]pyrimidin-4-one